ClS(=O)(=O)N=C=O chlorosulphonylisocyanic acid